OCC(C#N)NC1CC(C1)C1=CC=C(C=C1)C1=CC=C(C=C1)C#C[C@@H](CO)N1C(=NC=C1)[C@H](C)O 3-hydroxy-2-((3-(4'-((S)-4-hydroxy-3-(2-((S)-1-hydroxyethyl)-1H-imidazol-1-yl)but-1-yn-1-yl)-[1,1'-biphenyl]-4-yl)cyclobutyl)amino)propanenitrile